C(CCCCCCCCCCCCC)(=O)OCC(O)CO monoglyceryl myristate